C(C)N(C1=CC=C2C=C(C(OC2=C1)=O)C=1N=C(SC1)C1=CC=CC=C1)CC 7-Diethylamino-3-(2-phenyl-thiazol-4-yl)-chromen-2-one